FC1=C2NC=C(C[C@H](N)C(=O)O)C2=CC(=C1)O 7-fluoro-5-hydroxytryptophan